CONC(=O)C=1C=CC=C2C1C=CO2 N-methoxybenzofuran-4-carboxamide